BrCCCOC1=C(C=C(C=C1C)C1=NC2=CC(=CC(=C2C(N1CCCBr)=O)OC)OC)C 2-[4-(3-bromo-propoxy)-3,5-dimethylphenyl]-3-(3-bromo-propyl)-5,7-dimethoxy-3H-quinazolin-4-one